1-cyclohexyl-2-(thien-3-yl)-1,6-dihydrodipyrrolo[2,3-b:2',3'-d]Pyridine C1(CCCCC1)N1C(=CC=2C1=C1C(=NC2)NC=C1)C1=CSC=C1